FC=1C=CC(=C(N)C1)C 5-fluoro-2-methylaniline